ClC1=C(C=C2C=C(N=CC2=C1)NC(=O)[C@@H]1CC12COCC2)C2CCN(CC2)[C@H]2COC[C@H]2O (1R,2S)-N-(7-chloro-6-(1-((3S,4S)-4-hydroxytetrahydrofuran-3-yl)piperidin-4-yl)isoquinolin-3-yl)-5-oxaspiro[2.4]heptane-1-carboxamide